ClC1=C(C(=NC(=N1)C1=CC(=CC=C1)F)N)OC1=C(C=CC=C1)OC chloro-2-(3-fluorophenyl)-5-(2-methoxyphenoxy)pyrimidin-4-amine